1-(4-chlorophenyl)-1-methylethylamine hydroiodide I.ClC1=CC=C(C=C1)C(C)(C)N